N-(3-(1-(4-aminobenzyl)-1H-indol-2-yl)-1H-pyrazol-5-yl)-4-((1-methylpiperidin-4-yl)amino)benzamide NC1=CC=C(CN2C(=CC3=CC=CC=C23)C2=NNC(=C2)NC(C2=CC=C(C=C2)NC2CCN(CC2)C)=O)C=C1